2-[3-bromo-1-(3-chloro-2-pyridyl)-1H-pyrazol-5-yl]-6-chloro-4H-3,1-benzoxazine-4-one BrC1=NN(C(=C1)C1=NC2=C(C(O1)=O)C=C(C=C2)Cl)C2=NC=CC=C2Cl